(R)-2-(4-((5-cyclopropyl-3-(2,6-dichlorophenyl)isoxazol-4-yl)methyl)-2-methylpiperazin-1-yl)-4-isopropylbenzo[d]Thiazole-6-carboxylic acid C1(CC1)C1=C(C(=NO1)C1=C(C=CC=C1Cl)Cl)CN1C[C@H](N(CC1)C=1SC2=C(N1)C(=CC(=C2)C(=O)O)C(C)C)C